ClC=1C(=NC=C(C1)Cl)C1(CC1)NC(OC)=O methyl (1-(3,5-dichloropyridin-2-yl)cyclopropyl)carbamate